N-(4-((3-amino-3-oxopropyl)carbamoyl)-3-chlorophenyl)-5-(4-chlorophenyl)-1-(2,4-dichlorophenyl)-4-methyl-1H-pyrazole-3-carboxamide NC(CCNC(=O)C1=C(C=C(C=C1)NC(=O)C1=NN(C(=C1C)C1=CC=C(C=C1)Cl)C1=C(C=C(C=C1)Cl)Cl)Cl)=O